C(C)(C)(C)C1=C(SC=2[C@]3(OCC(C21)=O)C[C@@H](N(CC3)C(=O)OC3(CCCC3)C3=CC(=CC=C3)OCC3=CC=CC=C3)C)C(F)(F)F 1-(3-(benzyloxy)phenyl)cyclopentanol tert-butyl-(2S,4R)-2-methyl-4'-oxo-2'-(trifluoromethyl)spiro[piperidine-4,7'-thieno[2,3-c]pyran]-1-carboxylate